CN1N=CC=C1C=1C=CC(=NC1)CNC(OC(C)(C)C)=O tert-butyl ((5-(1-methyl-1H-pyrazol-5-yl)pyridin-2-yl)methyl)carbamate